C(C)(C)N(CCOC1=NC=C(C(=O)OC(C)(C)C)C=C1[N+](=O)[O-])C(C)C tert-butyl 6-(2-(diisopropylamino)ethoxy)-5-nitronicotinate